4-fluorophenylethyl-amine bromide [Br-].FC1=CC=C(C=C1)CCN